ethyl 2-(4-(N-(1-(1-(naphthalen-1-yl)ethyl)piperidin-4-yl)-N-(2-oxo-2-((2-oxo-2-(prop-2-yn-1-ylamino)ethyl)amino)ethyl)sulfamoyl)piperazin-1-yl)acetate C1(=CC=CC2=CC=CC=C12)C(C)N1CCC(CC1)N(S(=O)(=O)N1CCN(CC1)CC(=O)OCC)CC(NCC(NCC#C)=O)=O